FC1N(CCCC1C(=O)N)C(C1=CC(=CC=C1)C=1OC=CC1)=O fluoro-1-(3-(furan-2-yl)benzoyl)piperidine-3-carboxamide